ethyl 5-isopropyl-1H-pyrazole-4-carboxylate C(C)(C)C1=C(C=NN1)C(=O)OCC